NCC[C@@H](C)NC(C1=C(C=C(C=C1)NC=1C=2N(C=CN1)C(=CN2)C2=C(C(=C(C=C2)OC)F)F)CC)=O N-[(2R)-4-aminobutan-2-yl]-4-[[3-(2,3-difluoro-4-methoxyphenyl)imidazo[1,2-a]pyrazin-8-yl]amino]-2-ethylbenzamide